thieno[2,3-c]pyridine-2-carboxylic acid ethyl ester C(C)OC(=O)C1=CC=2C(=CN=CC2)S1